[Na+].C1(CCCCC1)C(C(C(=O)[O-])S(=O)(=O)[O-])(C(=O)[O-])C1CCCCC1.[Na+].[Na+] dicyclohexylsulfosuccinic acid sodium salt